trans-2,4-hexadienoic acid C(\C=C\C=CC)(=O)O